3-(2-oxopyrrolidin-1-yl)-1H-pyrazolo[3,4-c]pyridin O=C1N(CCC1)C1=NNC2=CN=CC=C21